BrC=1SC(=CN1)C1=C(C=C(C=C1)[N+](=O)[O-])S(=O)(=O)NC(C)(C)C 2-(2-bromothiazol-5-yl)-N-(tert-butyl)-5-nitrobenzenesulfonamide